(±)-nerolidol CC(=CCC/C(=C/CCC(C)(C=C)O)/C)C